7-bromo-5-(cyclopropylmethyl)-4-(6-cyclopropylpyridin-3-yl)-2-(2-methyl-2H-indazol-5-yl)-2H,3H,5H-pyrrolo[3,2-c]pyridazin-3-one BrC1=CN(C=2C1=NN(C(C2C=2C=NC(=CC2)C2CC2)=O)C2=CC1=CN(N=C1C=C2)C)CC2CC2